ethylmethylimidazolium tricyanate [O-]C#N.[O-]C#N.[O-]C#N.C(C)[N+]1=C(NC=C1)C.C(C)[N+]1=C(NC=C1)C.C(C)[N+]1=C(NC=C1)C